C1(=CC=CC=C1)CC(=O)O[C@@H]1[C@H](O[C@H]([C@]1(C)F)N1C2=NC(=NC(=C2N=C1)NC)N)COC(CC1=CC=CC=C1)=O (2R,3R,4R,5R)-5-(2-amino-6-(methylamino)-9H-purin-9-yl)-4-fluoro-4-methyl-2-((2-phenylacetoxy)methyl)tetrahydrofuran-3-yl 2-phenylacetate